[Cl-].[Cl-].C1(CCCCC1)CC(=[Zr+2](C1=C(C(=CC=2C3=CC(=C(C=C3CC12)C)C(C)(C)C)C(C)(C)C)C)C1C=CC=C1)CC1CCCCC1 di-(cyclohexylmethyl)methylene(cyclopentadienyl)(2,7-dimethyl-3,6-di-tert-butylfluorenyl)zirconium dichloride